C12COCC(CC1)N2C(=O)C2=CC(=C(C(=O)O)C=C2)OCC 4-(3-oxa-8-azabicyclo[3.2.1]octane-8-carbonyl)-2-ethoxybenzoic acid